N1(CCC1)C(=O)C1=C(C(=CC=2N1N=CC2)C)NC(=O)C2=CC(=NN2C2=NC=CC=C2Cl)OCC(F)(F)F N-(7-(Azetidin-1-carbonyl)-5-methylpyrazolo[1,5-a]pyridin-6-yl)-1-(3-chloropyridin-2-yl)-3-(2,2,2-trifluoroethoxy)-1H-pyrazol-5-carboxamid